tert-butyl (2-((2-(N,N-bis(4-methoxybenzyl)sulfamoyl)-4-iodo-3-(1-(4-methoxybenzyl)-1H-tetrazol-5-yl)phenyl)thio)ethyl)carbamate COC1=CC=C(CN(S(=O)(=O)C2=C(C=CC(=C2C2=NN=NN2CC2=CC=C(C=C2)OC)I)SCCNC(OC(C)(C)C)=O)CC2=CC=C(C=C2)OC)C=C1